8-Amino-5-[(2S)-butan-2-yl]oxy-7-(7-fluoro-1H-indazol-4-yl)-10H-pyrido[2,3-f]quinoxalin-9-one NC1=C(C2=C(C=3N=CC=NC3C(=C2)O[C@@H](C)CC)NC1=O)C1=C2C=NNC2=C(C=C1)F